Acrylic acid (1,1-dimethyl-2-oxo-2-phenylethyl) ester CC(C(C1=CC=CC=C1)=O)(C)OC(C=C)=O